ClC=1C=NC(=C(C(=O)NC2CCC(CC2)CN2C(N(C3=C2C=CC=C3)C3=CC2=C(C(=NO2)C(=O)N(C)C)C=C3)=O)C1)C 6-(3-(((1r,4r)-4-(5-chloro-2-methylnicotinamido)cyclohexyl)methyl)-2-oxo-2,3-dihydro-1H-benzo[d]imidazol-1-yl)-N,N-dimethylbenzo[d]isoxazole-3-carboxamide